C(C=C)OC(C(C1=CC=CC=C1)OC1=NC(=CC(=C1C#N)C=1C=NC=CC1)C=1SC=CC1)=O (3'-Cyano-6'-thiophen-2-yl-[3,4']bipyridinyl-2'-yloxy)-phenyl-acetic acid allyl ester